2-((1-(2-(3-azabicyclo[3.1.0]hexan-3-yl)-3,6-dimethyl-4-oxo-3,4-dihydro-quinazolin-8-yl)ethyl)amino)benzoic acid C12CN(CC2C1)C1=NC2=C(C=C(C=C2C(N1C)=O)C)C(C)NC1=C(C(=O)O)C=CC=C1